N-(2-picolinamidoethyl)-picolinamide N1=C(C=CC=C1)C(=O)NCCNC(C1=NC=CC=C1)=O